2H,6H-oxazolo[5,4,3-ij]Quinoline-5-carboxylic acid isopropyl ester C(C)(C)OC(=O)C1=CN2C3=C(C=CC=C3C1)OC2